OCCC[N+](CCCCCCCCCCCCCCCC)(CCCO)CCCC(C)O 5-[N,N-di(3-hydroxypropyl)-N-hexadecylammonio]-2-hydroxy-pentane